ClC=1C=C2C(=CN=C(C2=CN1)C(=O)NC1CC(C1)C#N)C(C)C 6-Chloro-N-((1r,3r)-3-cyanocyclobutyl)-4-isopropyl-2,7-naphthyridine-1-carboxamide